COC(=O)C=1C=C2C(=C(N(C2=C(C1)NC(=O)OCC)C)C)C(C)=O 3-acetyl-7-((ethoxycarbonyl)amino)-1,2-dimethyl-1H-indole-5-carboxylic acid methyl ester